C1(CC1)CSC1=CC=C(O1)C(=O)O 5-(cyclopropylmethylthio)furan-2-carboxylic acid